1H-indolium iodide [I-].[NH2+]1C=CC2=CC=CC=C12